ON([C@@H]([C@H](C)CC)C(=O)O)O (2S,3R,4S)-dihydroxyisoleucine